BrC=1C2=CN(N=C2C=CC1)CCCN1C(C2=CC=CC=C2C1=O)=O 2-[3-(4-bromoindazol-2-yl)propyl]isoindoline-1,3-dione